(4aR,8aS)-6-(4-((2-chloro-4-fluorobenzyl)oxy)piperidine-1-carbonyl)hexahydro-2H-pyrido[4,3-b][1,4]oxazin-3(4H)-one ClC1=C(COC2CCN(CC2)C(=O)N2C[C@@H]3[C@@H](OCC(N3)=O)CC2)C=CC(=C1)F